6-(2-((6,6-dimethyl-2,4-dioxo-3-azabicyclo[3.1.0]hexan-3-yl)methyl)thieno[3,2-b]pyridin-7-yl)-4-methyl-5-(piperidin-3-yloxy)picolinonitrile 2,2,2-trifluoroacetate FC(C(=O)O)(F)F.CC1(C2C(N(C(C12)=O)CC1=CC2=NC=CC(=C2S1)C1=C(C(=CC(=N1)C#N)C)OC1CNCCC1)=O)C